tert-butyl((3-(methoxymethoxy)-4-methylnaphthalen-1-yl)oxy)dimethylsilane C(C)(C)(C)[Si](C)(C)OC1=CC(=C(C2=CC=CC=C12)C)OCOC